C(C1=CC=CC=C1)NC(=O)C12NC(C3C(C1N(CC2C3)CC3=CC=C(C=C3)C(C)(C)C)CC(C)C)=O N-benzyl-1-(4-(tert-butyl)benzyl)-7-isobutyl-5-oxooctahydro-3aH-3,6-methanopyrrolo[3,2-b]pyridine-3a-carboxamide